tert-butyl (3S)-3-[4-[(5-chloro-6-phenoxy-3-pyridyl)amino]quinazolin-6-yl]piperidine-1-carboxylate ClC=1C=C(C=NC1OC1=CC=CC=C1)NC1=NC=NC2=CC=C(C=C12)[C@H]1CN(CCC1)C(=O)OC(C)(C)C